N-(4-(4-amino-1-cyclopentyl-7-oxo-6,7-dihydro-1H-pyrrolo[2,3-d]pyridazin-3-yl)-2,6-difluorobenzyl)-5-fluoro-2-methoxybenzamide NC=1C2=C(C(NN1)=O)N(C=C2C2=CC(=C(CNC(C1=C(C=CC(=C1)F)OC)=O)C(=C2)F)F)C2CCCC2